3-(5-(3-isopropyl-5-(piperidin-4-yl)-1H-indol-2-yl)-1-methyl-2-oxo-1,2-dihydropyridin-3-yl)benzamide C(C)(C)C1=C(NC2=CC=C(C=C12)C1CCNCC1)C=1C=C(C(N(C1)C)=O)C=1C=C(C(=O)N)C=CC1